p-(diethylamino)-benzaldehyde Diphenylhydrazone C1(=CC=CC=C1)N(N=CC1=CC=C(C=C1)N(CC)CC)C1=CC=CC=C1